4-{[4-({3-methyl-2-[methyl(methylsulfonyl)amino]benzyl}amino)-5-(trifluoromethyl)pyrimidin-2-yl]amino}benzamide CC=1C(=C(CNC2=NC(=NC=C2C(F)(F)F)NC2=CC=C(C(=O)N)C=C2)C=CC1)N(S(=O)(=O)C)C